ClC1=NC(=CC(=C1)C=1C(=NN2C1N=C(C=C2)NCC(C(=O)O)(C)C)C2=CC(=CC=C2)C#N)C 3-[[3-(2-Chloro-6-methyl-4-pyridyl)-2-(3-cyanophenyl)pyrazolo[1,5-a]pyrimidin-5-yl]amino]-2,2-dimethyl-propanoic acid